CN1N=C(C(=C1)C1=C2C(=NC=C1)NC=C2)C2=NC=C(C=C2)C 4-[1-methyl-3-(5-methyl-2-pyridinyl)pyrazol-4-yl]-1H-pyrrolo[2,3-b]pyridine